C1=CC=CC=2[SH+]C3=CC=CC=C3SC12.COCC1=C(C#N)C=CC=C1 2-methoxymethylbenzonitrile thianthrenium salt